F[P-](F)(F)(F)(F)F.C1(=CC=CC=C1)[I+]C1=CC=C(C=C1)CC(C)C (phenyl)[4-(2-methylpropyl)phenyl]-Iodonium hexafluorophosphate